CO[SiH2]OC dimethoxymonosilane